C1=CC(=CC=C1[C@@H]2[C@H](C(=O)N2C3=CC=C(C=C3)F)CC[C@@H](C4=CC=C(C=C4)F)O)O The molecule is a beta-lactam that is azetidin-2-one which is substituted at 1, 3, and 4 by p-fluorophenyl, 3-(p-fluorophenyl)-3-hydroxypropyl, and 4-hydroxyphenyl groups, respectively (the 3R,3'S,4S enantiomer). It has a role as an anticholesteremic drug, an antilipemic drug and an antimetabolite. It is a member of azetidines, an organofluorine compound and a beta-lactam.